ClC1=CN(C2=NC=CC(=C21)CN2C(N(CC[C@@H]2C)C2=CC(=C(C=C2)OC)OCCCCC)=O)C2COC2 (S)-3-((3-chloro-1-(oxetan-3-yl)-1H-pyrrolo[2,3-b]pyridin-4-yl)methyl)-1-(4-methoxy-3-(pentyloxy)phenyl)-4-methyltetrahydropyrimidin-2(1H)-one